CN1N=CC=C1C(=O)NC(C(NC1=CC=C2C(=C1)NC(C21CCOCC1)=O)=O)=C1CCC(CC1)C(F)(F)F 2-Methyl-N-{2-oxo-2-[(2-oxo-spiro[1H-indole-3,4'-oxane]-6-yl)amino]-1-[4-(trifluoro-methyl)cyclohexylidene]ethyl}-pyrazole-3-carboxamide